(2,4-dimethyl-5-(4,4,5,5-tetramethyl-1,3,2-dioxaborolan-2-yl) pyridin-3-yl) carbamate C(N)(OC=1C(=NC=C(C1C)B1OC(C(O1)(C)C)(C)C)C)=O